CNC1=C(C=C(C=N1)C=1C=C2C(=NC=NC2=CC1)N1CCN(CC1)C(=O)OC(C)(C)C)[N+](=O)[O-] Tert-butyl 4-(6-(6-(methylamino)-5-nitropyridin-3-yl)quinazolin-4-yl)piperazine-1-carboxylate